C1(=CCCC1)C=O 1-cyclopentene-1-formaldehyde